[N+](=O)([O-])C=1C=C(C=CC1)[I+]C1=CC(=CC=C1)[N+](=O)[O-] di(3-nitrophenyl)iodonium